3-(1-oxo-4-(propylsulfanyl)isoindolin-2-yl)piperidine-2,6-dione O=C1N(CC2=C(C=CC=C12)SCCC)C1C(NC(CC1)=O)=O